(S)-N-(3-(1-((8-chloroquinoxalin-2-yl)amino)ethyl)phenyl)-5-methylnicotinamide ClC=1C=CC=C2N=CC(=NC12)N[C@@H](C)C=1C=C(C=CC1)NC(C1=CN=CC(=C1)C)=O